FC12CC(C1)(C2)CCCCCCCCCCS(=O)Cl 10-{3-fluorobicyclo[1.1.1]pentan-1-yl}decane-1-sulfinyl chloride